COC(C1=CC(=CC(=C1)[Si](C(C)C)(C(C)C)C(C)C)OC(F)(F)F)=S 3-(trifluoromethoxy)-5-triisopropylsilylthio-benzoic acid methyl ester